lithium bis(fluorosulfate) S(=O)(=O)([O-])F.S(=O)(=O)([O-])F.[Li+].[Li+]